[Cl-].C1(=CC=CC=C1)[P+](CCO)(C1=CC=CC=C1)C1=CC=CC=C1 triphenyl-(2-hydroxyethyl)phosphonium chloride